C(#N)C1=C(SC2=C1CN(CC2)CC2CCCCC2)NC(CC2=CC(=C(C=C2)S(N)(=O)=O)F)=O N-(3-cyano-5-(cyclohexylmethyl)-4,5,6,7-tetrahydrothieno[3,2-c]pyridin-2-yl)-2-(3-fluoro-4-sulfamoylphenyl)acetamide